Cl.C[C@]12[C@H](OB(O1)[C@H](CC)N)C[C@H]1C([C@@H]2C1)(C)C (R)-1-((3aS,4S,6S,7aR)-3a,5,5-trimethylhexahydro-4,6-methanobenzo[d][1,3,2]dioxaborol-2-yl)propan-1-amine hydrochloride